trans-3-fluoro-5-[(3S)-2-[4-[(8-fluoro-[1,2,4]triazolo[1,5-a]pyridin-6-yl)methyl]cyclohexanecarbonyl]isoxazolidin-3-yl]benzonitrile FC=1C=C(C#N)C=C(C1)[C@H]1N(OCC1)C(=O)[C@@H]1CC[C@H](CC1)CC=1C=C(C=2N(C1)N=CN2)F